N-[(4-chlorophenyl)methyl]-6-(isothiazol-4-ylamino)-3-methoxy-pyridine-2-carboxamide ClC1=CC=C(C=C1)CNC(=O)C1=NC(=CC=C1OC)NC=1C=NSC1